(S)-2-(4-cyano-2,6-difluorobenzoylamino)-3-(8-(4-(ethoxymethyl)-2,6-dimethoxyphenyl)quinolin-5-yl)propionic acid C(#N)C1=CC(=C(C(=O)N[C@H](C(=O)O)CC2=C3C=CC=NC3=C(C=C2)C2=C(C=C(C=C2OC)COCC)OC)C(=C1)F)F